Decyl ((2-(decyloxy)-2-oxoethoxy)(4-nitrophenoxy)phosphoryl)-L-phenylalaninate C(CCCCCCCCC)OC(COP(=O)(OC1=CC=C(C=C1)[N+](=O)[O-])N[C@@H](CC1=CC=CC=C1)C(=O)OCCCCCCCCCC)=O